CS(=O)(=O)OCC1CC2(C1)CC(C2)NC(=O)NCC2=CC=C(C=C2)OC (6-(3-(4-methoxybenzyl)ureido)spiro[3.3]heptan-2-yl)methyl methanesulfonate